heptacosan-1-yl eleostearate C(CCCCCCCC=CC=CC=CCCCC)(=O)OCCCCCCCCCCCCCCCCCCCCCCCCCCC